γ-acryloxypropyl-trimethoxysilane C(C=C)(=O)OCCC[Si](OC)(OC)OC